FC=1C=C(N(C1)CC1=CC=NC=C1)C(=O)NC1=NC(=NS1)\C=C\C1=CC=CC=C1 (E)-4-fluoro-1-(pyridin-4-ylmethyl)-N-(3-styryl-1,2,4-thiadiazol-5-yl)-1H-pyrrole-2-carboxamide